CN1N=CC(=C1C(F)(F)F)C1=NN=C(O1)S (1-methyl-5-trifluoromethyl-1H-pyrazol-4-yl)-1,3,4-oxadiazole-2-thiol